5-(4-Aminoimidazo[2,1-f][1,2,4]triazin-7-yl)-N-(4-cyanobicyclo[2.1.1]hexan-1-yl)-6-methylpyridine-3-sulfonamide, Trifluoroacetate Salt FC(C(=O)O)(F)F.NC1=NC=NN2C1=NC=C2C=2C=C(C=NC2C)S(=O)(=O)NC21CCC(C2)(C1)C#N